NCC1=NNC(C2=CC=C(C=C12)C=1C=C(C=NC1)C1=C(C#N)C=C(C=C1)Cl)=O 2-(5-(4-(aminomethyl)-1-oxo-1,2-dihydro-phthalazin-6-yl)pyridin-3-yl)-5-chloro-benzonitrile